FC(C)(C)C1=NC(=CC(=N1)N1N=C(C=2C=NC(=CC21)NC(C)=O)N2C[C@](CC2)(N2CCCC2)C)C (S)-N-(1-(2-(2-fluoroprop-2-yl)-6-methylpyrimidin-4-yl)-3-(3'-methyl-[1,3'-bipyrrolidin]-1'-yl)-1H-pyrazolo[4,3-c]pyridin-6-yl)acetamide